(2R)-4-[2-(2,4-difluorophenyl)-3-(pyridin-4-yl)-3H-imidazo[4,5-b]pyridin-5-yl]piperazine-2-carboxamide FC1=C(C=CC(=C1)F)C1=NC=2C(=NC(=CC2)N2C[C@@H](NCC2)C(=O)N)N1C1=CC=NC=C1